7-isopropylpyrrolo[2,1-f][1,2,4]triazin-2-amine C(C)(C)C1=CC=C2C=NC(=NN21)N